N2-(3-(5-(3,3-difluorocyclobutoxy)pyridin-2-yl)-1,2,4-thiadiazol-5-yl)-N3,N3-dimethylpyridine-2,3-diamine FC1(CC(C1)OC=1C=CC(=NC1)C1=NSC(=N1)NC1=NC=CC=C1N(C)C)F